2-dimethylaminoethyl phosphate P(=O)(OCCN(C)C)([O-])[O-]